6-fluoro-5-(1-(2-fluorophenyl)ethyl)-3-((pyrimidin-5-ylmethyl)amino)-4H-benzo[e][1,2,4]thiadiazine 1,1-dioxide FC=1C=CC2=C(NC(=NS2(=O)=O)NCC=2C=NC=NC2)C1C(C)C1=C(C=CC=C1)F